OC[C@]1(O)[C@H](O)[C@H](O)[C@H](O)CO1 beta-D-psicose